8-((2S,5R)-4-(Isochinolin-4-yl)-2,5-dimethylpiperazin-1-yl)-5-methyl-6-oxo-5,6-dihydro-1,5-naphthyridin-2-carbonitril C1=NC=C(C2=CC=CC=C12)N1C[C@@H](N(C[C@H]1C)C1=CC(N(C=2C=CC(=NC12)C#N)C)=O)C